[Au].N[C@@H]([C@H](O)C)C(=O)O threonine gold